BrC=1C=C2C=CNC(C2=CC1OC)=O 6-Bromo-7-methoxyisoquinolin-1(2H)-one